1-oxo-3H-isoindole-2-carboxylate O=C1N(CC2=CC=CC=C12)C(=O)[O-]